nonene-2,6-dienol C(C=CC=CC=CCC)O